[N+](=O)([O-])C1=C(C=CC=C1)CNC1=CC=C(OC2CCN(CC2)C(=O)OC(C)(C)C)C=C1 tert-Butyl 4-[4-[(2-nitrophenyl)methylamino]phenoxy]piperidine-1-carboxylate